5-((4-bromo-6,7-difluoro-1H-indol-5-yl)oxy)-2-fluorobenzonitrile BrC1=C2C=CNC2=C(C(=C1OC=1C=CC(=C(C#N)C1)F)F)F